2-(6-(2,4-Dioxotetrahydropyrimidin-1(2H)-yl)-1H-indol-1-yl)-N-methylacetamide O=C1N(CCC(N1)=O)C1=CC=C2C=CN(C2=C1)CC(=O)NC